9,9-bis(4-(2-hydroxyethoxy)phenyl)-3,6-di(1-pyrenyl)fluorene OCCOC1=CC=C(C=C1)C1(C2=CC=C(C=C2C=2C=C(C=CC12)C1=CC=C2C=CC3=CC=CC4=CC=C1C2=C34)C3=CC=C4C=CC2=CC=CC1=CC=C3C4=C21)C2=CC=C(C=C2)OCCO